C1(CCC(CC1)C(=O)N)C(=O)N cyclohexane-1,4-dicarboxamide